tert-Butyl (R)-3-((4-(N,N-diethylsulfamoyl)phenyl)thio)piperidine-1-carboxylate C(C)N(S(=O)(=O)C1=CC=C(C=C1)S[C@H]1CN(CCC1)C(=O)OC(C)(C)C)CC